2-(4-(4-fluorophenyl)-2-oxopyridin-1(2H)-yl)acetic acid FC1=CC=C(C=C1)C1=CC(N(C=C1)CC(=O)O)=O